((3S,4R)-3-amino-4-fluoropyrrolidin-1-yl)(3,4-dichloro-1H-indol-2-yl)methanone N[C@H]1CN(C[C@H]1F)C(=O)C=1NC2=CC=CC(=C2C1Cl)Cl